CC1(CC1)NS(=O)(=O)C1=CC=C2C=CC(=NC2=C1)NC(C=C)=O N-(7-(N-(1-methylcyclopropyl)sulfamoyl)quinolin-2-yl)acrylamide